N-(3-cyano-4,5,6,7-tetrahydrobenzo[b]thiophen-2-yl)acrylamide C(#N)C=1C2=C(SC1NC(C=C)=O)CCCC2